CN(C(=O)C1=CNC=C1C1=NC(=NC=C1C(F)(F)F)NC1CNCCC1)C N,N-dimethyl-4-{2-[(piperidin-3-yl)amino]-5-(trifluoromethyl)pyrimidin-4-yl}-1H-pyrrol-3-carboxamide